3-(3-(((S)-1-(tert-butoxy)-3-methyl-1-oxobutan-2-yl)amino)propyl)-1-tritylpyrrolidine-3-carboxylic acid C(C)(C)(C)OC([C@H](C(C)C)NCCCC1(CN(CC1)C(C1=CC=CC=C1)(C1=CC=CC=C1)C1=CC=CC=C1)C(=O)O)=O